[Pt].[Ag].[Li] lithium silver platinum